triazine zinc salt [Zn].N1=NN=CC=C1